N-(2-methoxy-5-(4-((1-(4-methylpiperazin-1-yl)-1-oxopropan-2-yl)amino)quinazolin-6-yl)pyridin-3-yl)but-2-enamide COC1=NC=C(C=C1NC(C=CC)=O)C=1C=C2C(=NC=NC2=CC1)NC(C(=O)N1CCN(CC1)C)C